5-Amino-3-[2-[4-(4-fluorophenyl)-3,6-dihydro-2H-pyridin-1-yl]ethyl]-8-(2-furyl)-1-methyl-[1,2,4]triazolo[5,1-f]purin-2-one NN1C=NC(=C2N3C(N=C12)N(C(N3C)=O)CCN3CCC(=CC3)C3=CC=C(C=C3)F)C=3OC=CC3